S1C(=NC2=C1C=CC=C2)C2=C(C=CC(=C2)C)NC(C2=CC=CC=C2)=O N-(2-(benzo[d]thiazol-2-yl)-4-methylphenyl)benzamide